ClC1=CC=C(C=C1)C=1C=C(C(N(N1)C=1C=NN(C1)C([2H])([2H])[2H])=O)C(=O)N[C@@H]1COC[C@H]1O 6-(4-Chlorophenyl)-N-((trans)-4-hydroxytetrahydrofuran-3-yl)-2-(1-(methyl-d3)-1H-pyrazole-4-yl)-3-oxo-2,3-dihydropyridazine-4-carboxamide